(S)-6-(2-cyano-4-(difluoromethyl)phenyl)-4-((5,5-difluoropiperidin-3-yl)amino)pyrido[3,2-d]pyrimidine-8-carboxamide C(#N)C1=C(C=CC(=C1)C(F)F)C=1C=C(C=2N=CN=C(C2N1)N[C@@H]1CNCC(C1)(F)F)C(=O)N